N1N=CC(=C1)C1=CC=C(C=C1)N1CCC(CC1)CC1=CC=C(C=C1)Cl 1-(4-(1H-pyrazol-4-yl)phenyl)-4-(4-chlorobenzyl)piperidine